2-(4-bromo-1H-pyrazol-1-yl)cyclobutan-1-one BrC=1C=NN(C1)C1C(CC1)=O